2-methyl-N-[[(2R,3S,4R)-3,4,5-trihydroxytetrahydrofuran-2-yl]methyl]acrylamide CC(C(=O)NC[C@H]1OC([C@@H]([C@@H]1O)O)O)=C